CC1=C(C2=C(N=CN=C2NC2(CC2)C)O1)C(=O)C1C[N@]2[C@H]([C@@H]2C1)C1=CC=CC=C1 6-Methyl-N-(1-methylcyclopropyl)-5-[(1R,5S,6S)-6-phenyl-azabicyclo[3.1.0]hexane-3-carbonyl]furo[2,3-d]pyrimidin-4-amine